2-Ethoxy-benzooxazole-5-carboxylic acid (1-propyl-butyl)-amide C(CC)C(CCC)NC(=O)C=1C=CC2=C(N=C(O2)OCC)C1